1-(6-pentylnaphthalen-2-yl)-N1-phenylbenzene-1,4-diamine C(CCCC)C=1C=C2C=CC(=CC2=CC1)C1(CC=C(C=C1)N)NC1=CC=CC=C1